[N+](=O)([O-])C1=CC=C(C=C1)C1=CC=C(O1)C=NNC(C1=CC=C(C=C1)OC1=CC=CC=C1)=O N'-((5-(4-nitrophenyl)furan-2-yl)methylene)-4-phenoxybenzoyl-hydrazine